2-bromo-4-(9,9-dimethyl-9H-fluoren-2-yl)-6-phenyl-1,3,5-triazine BrC1=NC(=NC(=N1)C1=CC=2C(C3=CC=CC=C3C2C=C1)(C)C)C1=CC=CC=C1